1-cyclopropyl-8-methoxy-6-fluoro-1,4-dihydro-7-[(4aS,7aS)-octahydro-6H-pyrrolo[3,4-b]pyridin-6-yl]-4-oxoquinoline C1(CC1)N1C=CC(C2=CC(=C(C(=C12)OC)N1C[C@H]2NCCC[C@H]2C1)F)=O